C1(=CC=CC=C1)C1=C(C(=NN1C1=CC=C(C=C1)OC)C(F)F)C#N 5-phenyl-1-(4-methoxyphenyl)-3-difluoromethyl-1H-pyrazole-4-carbonitrile